N-[(1S)-1-[5-(2-methoxyquinolin-3-yl)-1H-imidazol-2-yl]-7-(1,3-oxazol-2-yl)-7-oxoheptyl]-5-oxo-L-prolinamide COC1=NC2=CC=CC=C2C=C1C1=CN=C(N1)[C@H](CCCCCC(=O)C=1OC=CN1)NC([C@H]1NC(CC1)=O)=O